C(CCC)C(C(=O)N)(C1=C(C=CC=C1)F)N1C(=NC2=C1C=CC=C2)C2=C(C(=CC=C2)OC)OC n-butyl-2-[2-(2,3-dimethoxy-phenyl)-benzoimidazol-1-yl]-2-(2-fluoro-phenyl)-acetamide